BrC=1C=C(C=2N(C1)C=C(N2)C(F)F)I 6-bromo-2-(difluoromethyl)-8-iodoimidazo[1,2-a]pyridine